[Se]=O.[Te] tellurium selenium oxide